Hexylferrocen C(CCCCC)[C-]1C=CC=C1.[CH-]1C=CC=C1.[Fe+2]